NC1=NNC2=CC=C(C=C12)C1=CC(=NC=C1)N(CCCO)C 3-((4-(3-amino-1H-indazol-5-yl)pyridin-2-yl)(methyl)amino)propan-1-ol